ClC1=C(CC2=NC=C3N2C=CN=C3N3CCC(CC3)(C)CN)C=CC=C1Cl (1-(3-(2,3-dichlorobenzyl)imidazo[1,5-a]pyrazin-8-yl)-4-methylpiperidin-4-yl)methylamine